C(C)OC(CCCCC=1C=C(C=CC1)CC(=O)O)=O 2-(3-(5-ethoxy-5-oxopentyl)phenyl)acetic acid